4,4-dimethylcyclohex-1-enecarbaldehyde CC1(CC=C(CC1)C=O)C